6-(2'-(((4-hydroxycyclohexyl)amino)methyl)-[1,1'-biphenyl]-4-yl)-2-methyl-1H-benzo[d]imidazole-4-carboxylic acid OC1CCC(CC1)NCC1=C(C=CC=C1)C1=CC=C(C=C1)C=1C=C(C2=C(NC(=N2)C)C1)C(=O)O